C(C)ON ethylaminoether